[2-(2-trimethylsilylethynyl)-3-pyridyl] acetate C(C)(=O)OC=1C(=NC=CC1)C#C[Si](C)(C)C